isooctanol 3,5-di-tert-butyl-4-hydroxy-phenylpropionate C(C)(C)(C)C=1C=C(C=C(C1O)C(C)(C)C)C(C(=O)OCCCCCC(C)C)C